FC=1C(=CC(=NC1)OC)C1=CC(=NN1COCC[Si](C)(C)C)C(=O)N1C2(CCC2)CC(CC1)C(=O)O 5-[5-(5-fluoro-2-methoxypyridin-4-yl)-1-{[2-(trimethylsilyl)ethoxy]methyl}pyrazole-3-carbonyl]-5-azaspiro[3.5]nonane-8-carboxylic acid